trans-cis-9-tetradecenealdehyde C(CCCCCCC\C=C\CCCC)=O